(2R,3S)-3-((2-(6-chloro-3-methoxyquinolin-8-yl)-5-fluorobenzo[d]thiazol-6-yl)oxy)butan-2-yl (2-((S)-2-hydroxypropoxy)pyrimidin-5-yl)carbamate O[C@H](COC1=NC=C(C=N1)NC(O[C@H](C)[C@H](C)OC1=CC2=C(N=C(S2)C=2C=C(C=C3C=C(C=NC23)OC)Cl)C=C1F)=O)C